indole-3-carboxylic acid [6-(1-methyl-piperidine-4-carbonyl)-pyridin-2-yl]-amide CN1CCC(CC1)C(=O)C1=CC=CC(=N1)NC(=O)C1=CNC2=CC=CC=C12